4-[3-(4-Hydroxy-3-methoxyphenyl)prop-2-enoyl]benzonitrile OC1=C(C=C(C=C1)C=CC(=O)C1=CC=C(C#N)C=C1)OC